FC(C(=O)O)(F)F.ClC1=C(C=CC(=C1)C(F)(F)F)NC(CN1C(=C(C(C=2N=C(N=NC21)N(C)C)=O)N2C(CNCC2)C)CC)=O N-(2-chloro-4-(trifluoromethyl)phenyl)-2-(3-(dimethylamino)-7-ethyl-6-(2-methylpiperazin-1-yl)-5-oxopyrido[3,2-e][1,2,4]triazin-8(5H)-yl)acetamide trifluoroacetate